ClC1=C(C=CC=C1)C=1N(C2=NC(=NC(=C2N1)N1CCC(CC1)C(F)(F)F)NCCS(=O)(=O)C)C1=CC=C(C=C1)Cl 8-(2-chlorophenyl)-9-(4-chlorophenyl)-N-(2-methylsulfonylethyl)-6-[4-(trifluoromethyl)-1-piperidinyl]purin-2-amine